5-((tetrahydro-2H-pyran-2-yl)oxy)pentan-1-amine O1C(CCCC1)OCCCCCN